N-(3-(3-methyl-4-oxo-3,4-dihydrophthalazin-1-yl)benzyl)sulfamide CN1N=C(C2=CC=CC=C2C1=O)C=1C=C(CNS(=O)(=O)N)C=CC1